F[C@H]1C[C@@H](NC1)C(=O)O trans-4-fluoro-pyrrolidine-2-carboxylic acid